1-((1r,3r)-3-((5-(1-(2,2-difluoroethyl)-2-methyl-1H-imidazo[4,5-b]pyrazin-6-yl)pyrrolo[2,1-f][1,2,4]triazin-2-yl)amino)-1-methylcyclobutyl)pyrrolidin-2-one FC(CN1C(=NC=2C1=NC(=CN2)C=2C=CN1N=C(N=CC12)NC1CC(C1)(C)N1C(CCC1)=O)C)F